N-((S)-1-(3-chlorophenyl)-2-hydroxy-ethyl)-1-(5-methyl-2-((1-methyl-pyrrolidin-3-yl)amino)pyrimidin-4-yl)-1H-pyrrole-3-carboxamide ClC=1C=C(C=CC1)[C@@H](CO)NC(=O)C1=CN(C=C1)C1=NC(=NC=C1C)NC1CN(CC1)C